COC(OC)[SiH2]CCC1=NC=CC=C1 dimethoxymethyl-2-pyridylethylsilane